COC1=CC=2N(C=C1N=C(C1=CC=CC=C1)C1=CC=CC=C1)N=CN2 N-(7-methoxy-[1,2,4]triazolo[1,5-a]pyridin-6-yl)-1,1-diphenylmethanimine